N=1N(N=C2C1C=CC=C2)C2=C(C(=CC(=C2)C(C)(C)CC)C(C)(C)CC)O 2-(2H-benzotriazol-2-yl)-4,6-Di-tert-amylphenol